tert-butyl 3-(4-(5,5-dimethyl-1,3,2-dioxaborinan-2-yl)phenoxy)azetidine-1-carboxylate CC1(COB(OC1)C1=CC=C(OC2CN(C2)C(=O)OC(C)(C)C)C=C1)C